2-(1-(2-chloro-5-(1-(difluoromethyl)-1H-pyrazol-4-yl)pyridin-4-yl)piperidin-4-yl)-N,N-dimethylethan-1-amine ClC1=NC=C(C(=C1)N1CCC(CC1)CCN(C)C)C=1C=NN(C1)C(F)F